CN(C)[SiH3] N,N-di-methylaminosilane